C(C)(C)N1CCN(CC1)C=1C=CC(=NC1)NC=1N=CC2=C(N1)N1C(=C2)C(NCC12CCCCC2)=O ((5-(4-isopropylpiperazin-1-yl)pyridin-2-yl)amino)-7',8'-dihydro-6'H-spiro[cyclohexane-1,9'-pyrazino[1',2':1,5]pyrrolo[2,3-d]pyrimidin]-6'-one